NCCN1CCN(CC1)C1CCN(CC1)C1=CC(=C(C=C1)NC1=NC=C(C(=N1)NC1=C(C=CC=C1)P(C)(C)=O)Cl)OC (2-((2-((4-(4-(4-(2-aminoethyl)piperazin-1-yl)piperidin-1-yl)-2-methoxyphenyl)amino)-5-chloropyrimidin-4-yl)amino)phenyl)dimethylphosphine oxide